1-[(4R,5R,6R,8R)-6-azido-5-hydroxy-6-(hydroxymethyl)-7-oxa-1-thiaspiro[3.4]octan-8-yl]pyrimidine-2,4-dione N(=[N+]=[N-])[C@]1([C@H]([C@]2(CCS2)[C@@H](O1)N1C(NC(C=C1)=O)=O)O)CO